(R)-3-(((tert-Butyldimethylsilyl)oxy)methyl)-5-oxopiperazine-1-carboxylic acid tert-butyl ester C(C)(C)(C)OC(=O)N1C[C@@H](NC(C1)=O)CO[Si](C)(C)C(C)(C)C